1,1-difluoro-1,1a,2,7b-tetrahydrocyclopropa[c]benzopyran-4-carboxylic acid FC1(C2COC3=C(C21)C=CC=C3C(=O)O)F